6-chloro-3-((1-methylpiperidin-4-yl)ethynyl)-1H-pyrazolo[4,3-c]pyridine ClC1=CC2=C(C=N1)C(=NN2)C#CC2CCN(CC2)C